NC1=NC=NC=2N(C3=CC(=CC=C3C21)Br)CC(=O)O 2-(4-amino-7-bromo-9H-pyrimido[4,5-b]indol-9-yl)acetic acid